2-ethyl-4-methyl-1,7-diaminoheptane C(C)C(CN)CC(CCCN)C